P(O)(O)OC(C(C(OP(O)O)CCCCCCCCCCCCC)(C(OP(O)O)CCCCCCCCCCCCC)C(OP(O)O)CCCCCCCCCCCCC)(CCCCCCCCCCCCC)C1=CC=CC=C1 phenyl-(tetratridecyl)pentaerythritol tetraphosphite